ClC1=C(C=C(C(=C1)Cl)Cl)C1=NNC(=C1)C(=O)NCCO 3-(2,4,5-trichlorophenyl)-N-(2-hydroxyethyl)-1H-pyrazole-5-carboxamide